CN1C(=NC=2CN(CCC21)CCCCC(F)(F)F)C(=O)OC methyl 1-methyl-5-(5,5,5-trifluoropentyl)-4,5,6,7-tetrahydro-1H-imidazo[4,5-c]pyridine-2-carboxylate